CCCC1=NC2=C3N=C(C=C(C3=CC=C2C(=C1)C1=CC=CC=C1)C1=CC=CC=C1)C 2,9-dimethyl-4,7-diphenylethyl-1,10-phenanthroline